BrC=1C(=C2C(N(CC2=CC1)C1C(NC(CC1)=O)=O)=O)NC(C)=O N-(5-bromo-2-(2,6-dioxopiperidin-3-yl)-3-oxoisoindolin-4-yl)acetamide